O.[Fe].[V].[Si] silicon vanadium iron water